5-Amino-3-(3-fluoro-4-[[(3-[3-methylbicyclo[1.1.1]pentan-1-yl]-1,2-oxazol-5-yl)carbamoyl]methyl]phenyl)-1-isopropylpyrazole-4-carboxamide NC1=C(C(=NN1C(C)C)C1=CC(=C(C=C1)CC(NC1=CC(=NO1)C12CC(C1)(C2)C)=O)F)C(=O)N